C(=O)N[C@@H](CCS(C)=O)C(=O)O N-formylmethionine S-oxide